C1(=CC=CC=C1)C1(N(C=2C=CC3=C(C2C=C1)C=CC=C3)C3=CC=C(C=C3)C(F)(F)F)C3=CC=CC=C3 3,3-diphenyl-4-(4-(trifluoromethyl)phenyl)-3,4-dihydrobenzo[f]quinoline